2-chloro-1-fluoro-10-methyl-5,6,8,9,10,11-hexahydro-7H-pyrido[3',4':4,5]pyrrolo[2,3-f]isoquinolin-7-one ClC=1N=CC=2CCC3=C(C2C1F)NC1=C3C(NCC1C)=O